N-(8-cyano-6,12-dioxo-6,12-dihydroindolo[2,1-b]quinazolin-2-yl)-4-methylpentanamide C(#N)C=1C=C2C(C3=NC4=CC=C(C=C4C(N3C2=CC1)=O)NC(CCC(C)C)=O)=O